butyl (buta-1,3-diyne-1,4-diylbis(pyridazine-6,3-diyl))dicarbamate C(#CC#CC1=CC=C(N=N1)NC(OCCCC)=O)C1=CC=C(N=N1)NC([O-])=O